C(CCC)(=O)N1CC(C1)(C(=O)N(C1=CC=CC=C1)CC1=NC=C(C=C1)C=1OC(=NN1)C(F)F)F 1-butyryl-N-((5-(5-(difluoromethyl)-1,3,4-oxadiazol-2-yl)pyridin-2-yl)methyl)-3-fluoro-N-phenylazetidine-3-carboxamide